FC(O[C@H]1C[C@H]2CC(CN2C1)=C)F (2S,7aR)-2-(difluoromethoxy)-6-methylenetetrahydro-1H-pyrrolizine